BrC=1C(=C(C(=CC1C)NC)N)Cl 4-bromo-3-chloro-N1,5-dimethylbenzene-1,2-diamine